O1[C@@H]([C@@H](OCC(=O)O)C(=O)C=2C(O)=CC(O)=CC12)C1=CC(O)=C(O)C=C1.O=C1NC2=C(N1)C=CC(=C2)C2=C(C=C(C=C2)C=2C=NC=CC2)CCC(=O)N 3-(2-(2-oxo-2,3-dihydro-1H-benzimidazol-5-yl)-5-(pyridin-3-yl)phenyl)propanamide Taxifolin-3-O-acetate